FC(C1=CC=C(C(=O)NCC#C)C=C1)F 4-(difluoromethyl)-N-(prop-2-yn-1-yl)benzamide